[1-[6-(2,4-Dioxo-1H-pyrimidin-5-yl)furo[2,3-d]pyrimidin-4-yl]-4,4-difluoro-pyrrolidin-3-yl] 8-oxa-3-azabicyclo[3.2.1]octane-3-carboxylate C12CN(CC(CC1)O2)C(=O)OC2CN(CC2(F)F)C=2C1=C(N=CN2)OC(=C1)C=1C(NC(NC1)=O)=O